7-(2-amino-4-methyl-1H-benzo[d]imidazol-6-yl)-1-((tetrahydro-2H-pyran-4-yl)methyl)-3,4-dihydropyrazino[2,3-b]pyrazin-2(1H)-one NC1=NC2=C(N1)C=C(C=C2C)C2=CN=C1C(=N2)N(C(CN1)=O)CC1CCOCC1